CC1=C(C=NC=C1)C=1C=C/2C(=CN1)NC(\C2=C(\C)/NC2=NC=C(C=C2)N2CCNCC2)=O (Z)-5-(4-Methylpyridin-3-yl)-3-(1-((5-(piperazin-1-yl)pyridin-2-yl)amino)ethylidene)-1H-pyrrolo[2,3-c]pyridin-2(3H)-one